BrC=1C(=C(C=CC1)NC(=O)C1=NC(=C(C=C1)CN1C[C@@H](CC1)O)F)Cl N-(3-bromo-2-chloro-phenyl)-6-fluoro-5-[[(3R)-3-hydroxypyrrolidin-1-yl]methyl]pyridine-2-carboxamide